N1C(CCC2=CC=CC=C12)=O quinolin-2(4H)-one